C1(CC1)S(=O)(=O)C1(CC1)CN1C(C2=C(CC1)C(=NN2C)C2=NN=C(O2)CC2=CC=C(C#N)C=C2)=O 4-((5-(6-((1-(Cyclopropylsulfonyl)cyclopropyl)methyl)-1-methyl-7-oxo-4,5,6,7-tetrahydro-1H-pyrazolo[3,4-c]pyridin-3-yl)-1,3,4-oxadiazol-2-yl)methyl)benzonitrile